C(C1=CC=CC=C1)OC(=O)N[C@@H]1C[C@H](N(CC1)C(=O)OC(C)(C)C)CC(=O)O 2-((2S,4S)-4-(((benzyloxy)carbonyl)amino)-1-(tert-butoxycarbonyl)piperidin-2-yl)acetic acid